O1C(=CC2=C1C=CC=C2)C2=C(C(=NC(=N2)C2=CNC1=NC=C(N=C12)Cl)NC1C(C2CCC1CC2)C(=O)O)F (+/-)-trans-3-((6-(benzofuran-2-yl)-2-(2-chloro-5H-pyrrolo[2,3-b]pyrazin-7-yl)-5-fluoropyrimidin-4-yl)amino)bicyclo[2.2.2]octane-2-carboxylic acid